ClC1=CC=C(C=C1)C(C)C=1C2=C(C(N(C1)C)=O)NC(=C2)C(=O)NC=2C=NN(C2)C 4-(1-(4-chlorophenyl)ethyl)-6-methyl-N-(1-methyl-1H-pyrazol-4-yl)-7-oxo-6,7-dihydro-1H-pyrrolo[2,3-c]pyridine-2-carboxamide